C1(CCCC1)NC1=CC=C(C=C1)[C@H]1[C@H](C[C@@H]2[C@H](N1C(C1=C(C=CC=C1C)F)=O)CCC2)C(=O)NC2CCOCC2 (2R,3S,4aR,7aR)-2-(4-(cyclopentylamino)phenyl)-1-(2-fluoro-6-methylbenzoyl)-N-(tetrahydro-2H-pyran-4-yl)octahydro-1H-cyclopenta[b]pyridine-3-carboxamide